ClC=1N=C(C=2OCCN(C2N1)C1COC1)NCCC1=CNC2=CC=CC=C12 2-chloro-N-[2-(1H-indol-3-yl)ethyl]-8-(oxetan-3-yl)-6,7-dihydropyrimido[5,4-b][1,4]oxazin-4-amine